4-(1-((tert-butyldimethylsilyl)oxy)propan-2-yl)-5-chloropyridazin-3-yl trifluoromethylsulfonate FC(F)(F)S(=O)(=O)OC=1N=NC=C(C1C(CO[Si](C)(C)C(C)(C)C)C)Cl